C(C1=CC=CC=C1)SC1=C(C(=C(C(=C1F)F)NC(C)=O)F)F N-(4-(benzylthio)-2,3,5,6-tetrafluorophenyl)acetamide